C1(CC1)OC1=CC=2N(N=C1C1CC1)C(=CN2)C2=NC(=NC=C2)N[C@H]2CN(C[C@@H]2F)C(=O)OC(C)(C)C tert-butyl (3S,4S)-3-((4-(7-cyclopropoxy-6-cyclopropylimidazo[1,2-b]pyridazin-3-yl)pyrimidin-2-yl)amino)-4-fluoropyrrolidine-1-carboxylate